CO[Si](CCCNCCCC)(OC)OC N-[3-(trimethoxysilyl)propyl]-1-butylamine